(S)-2-(4-(7-(8-chloronaphthalen-1-yl)-8-fluoro-2-((tetrahydro-1H-pyrrolizine-7a(5H)-yl)methoxy)quinazolin-4-yl)-1-(2-fluoroacryloyl)piperazin-2-yl)acetonitrile ClC=1C=CC=C2C=CC=C(C12)C1=CC=C2C(=NC(=NC2=C1F)OCC12CCCN2CCC1)N1C[C@@H](N(CC1)C(C(=C)F)=O)CC#N